3-chloro-5-(3-methoxyphenoxy)pyridazine-4-carboxylic acid methyl ester COC(=O)C1=C(N=NC=C1OC1=CC(=CC=C1)OC)Cl